1-bromo-2-((but-3-en-1-yloxy)methyl)-3-fluorobenzene BrC1=C(C(=CC=C1)F)COCCC=C